trans-2-(2-(but-2-yn-1-yl)-1,3-dithian-2-yl)-3-phenyl-4-(o-tolyl)cyclobut-2-ene-1-carboxylic acid methyl ester COC(=O)[C@@H]1C(=C([C@H]1C1=C(C=CC=C1)C)C1=CC=CC=C1)C1(SCCCS1)CC#CC